tri-sodium pyrophosphate [O-]P([O-])(=O)OP(=O)([O-])O.[Na+].[Na+].[Na+]